C(#N)C[C@@H]1C[C@H]2[C@@H](N1C(=O)OC(C)(C)C)CCC2 tert-Butyl (2S,3aS,6aS)-2-(cyanomethyl)hexahydrocyclopenta[b]pyrrole-1(2H)-carboxylate